ethyl-8-{2-[11-(dimethylamino)icosyl]cyclopropyl}octanoate C(C)OC(CCCCCCCC1C(C1)CCCCCCCCCCC(CCCCCCCCC)N(C)C)=O